ClC1=C(C=CC(=C1)Cl)CC(CC(C(C(C)(C)C)O)N1N=CNC1)C 2-[1-(2,4-Dichlorophenyl)-5-hydroxy-2,6,6-trimethylheptan-4-yl]-2,4-dihydro-3H-1,2,4-triazol